ClC1=CC=C2CCC(CC2=C1)N1CC2=C(CC1)N=C(N2C)C2=C(C=C(C=C2)C2CC2)Cl 5-(7-chloro-1,2,3,4-tetrahydronaphthalen-2-yl)-2-(2-chloro-4-cyclopropylphenyl)-3-methyl-4,5,6,7-tetrahydro-3H-imidazo[4,5-c]pyridine